FC=1C=C(C=C(C1OC1=CC(=NC=C1)C(F)(F)F)F)CO (3,5-difluoro-4-((2-(trifluoromethyl)pyridin-4-yl)oxy)phenyl)methanol